C(C)(C)(C)[Si](OCCCC1CCN(CC1)C=1C=NC(=CC1)[N+](=O)[O-])(C)C tert-butyl-dimethyl-[3-[1-(6-nitro-3-pyridinyl)-4-piperidinyl]-propoxy]silane